BrC=1C(=CC2=CC=CC=C2C1)C1=NC=CC2=C3C(=C4C(=C12)C=CC=C4)C=CC=C3 1-(3-bromo-naphthalen-2-yl)dibenzo[f,h]-isoquinoline